(5-(7-(1-methyl-1H-pyrazol-4-yl)-1,6-naphthyridin-5-yl)pyridin-2-yl)piperidin-4-amine CN1N=CC(=C1)C1=NC(=C2C=CC=NC2=C1)C=1C=CC(=NC1)N1CCC(CC1)N